6-(7-Fluoro-2-methyl-2H-indazol-5-yl)-N-(2,2,6,6-tetramethylpiperidin-4-yl)[1,3]thiazolo[4,5-c]pyridin-2-amin-Hydrochlorid Cl.FC1=CC(=CC2=CN(N=C12)C)C1=CC2=C(C=N1)N=C(S2)NC2CC(NC(C2)(C)C)(C)C